(4-((R)-2-aminopropoxy)phenyl)-N-((R)-1-(3-fluorophenyl)ethyl)imidazo[1,2-b]pyridazin-6-amine N[C@@H](COC1=CC=C(C=C1)C=1N=C2N(N=C(C=C2)N[C@H](C)C2=CC(=CC=C2)F)C1)C